cis-2'-(3-{[(5-fluoropyridin-2-yl)oxy]methyl}-4-methyl-2-azabicyclo[3.1.1]heptane-2-carbonyl)-6'-methyl-2,3'-bipyridine FC=1C=CC(=NC1)OCC1N(C2CC(C1C)C2)C(=O)C2=NC(=CC=C2C2=NC=CC=C2)C